C(C1CO1)CCC[Si](OC)(OC)OC 3-(2,3-epoxypropyl)-propyl-trimethoxysilane